tetra-naphthyl-benzidine C1(=CC=CC2=CC=CC=C12)N(C1=CC=C(C2=CC=C(N(C3=CC=CC4=CC=CC=C34)C3=CC=CC4=CC=CC=C34)C=C2)C=C1)C1=CC=CC2=CC=CC=C12